2,2,3,3-tetrachloropropyltrimethoxysilane ClC(C[Si](OC)(OC)OC)(C(Cl)Cl)Cl